tert-butyl-N-[2-[2-[(E)-4-[(3R)-3-[4-amino-3-(4-phenoxyphenyl) pyrazolo[3,4-d]pyrimidin-1-yl]-1-piperidyl]-4-oxo-but-2-enoxy]ethoxy]ethyl]-N-tert-butoxycarbonyl-carbamate C(C)(C)(C)OC(N(C(=O)OC(C)(C)C)CCOCCOC\C=C\C(=O)N1C[C@@H](CCC1)N1N=C(C=2C1=NC=NC2N)C2=CC=C(C=C2)OC2=CC=CC=C2)=O